C1(=CC=CC=C1)C1=NC=CC=C1[Rh]C1(C(=C(C(=C1C)C)C)C)C 2-phenylpyridyl-pentamethyl-cyclopentadienyl-rhodium